N1=CC=C(C=C1)C=1C2=CC=C(N2)C(=C2C=CC(C(=C3C=CC(=C(C=4C=CC1N4)C4=CC=NC=C4)N3)C3=CC=NC=C3)=N2)C2=CC=NC=C2 5,10,15,20-tetrakis(4-pyridyl)porphyrin